N-(1-((R or S)-1-(2-(3-Azabicyclo[3.1.0]hexan-3-yl)pyrimidin-5-yl)-2-hydroxyethyl)-1H-pyrazol-4-yl)-6-(3-chloro-6-(difluoromethyl)-2-fluorophenyl)pyrazine-2-carboxamide C12CN(CC2C1)C1=NC=C(C=N1)[C@H](CO)N1N=CC(=C1)NC(=O)C1=NC(=CN=C1)C1=C(C(=CC=C1C(F)F)Cl)F |o1:12|